(9H-fluoren-9-ylmethoxycarbonylamino)-3-[3-fluoro-4-[(2-methylpropan-2-yl)oxy]phenyl]propionic acid C1=CC=CC=2C3=CC=CC=C3C(C12)COC(=O)NC(C(=O)O)CC1=CC(=C(C=C1)OC(C)(C)C)F